mentholOne C1(C(C(C(CC1)C(C)C)O)=O)C